ClC1=CC=C2C(=C(NC2=C1Cl)CC(CO)NC(OC(C)(C)C)=O)C=1C=NN(C1)C1OCCCC1 tert-butyl (1-(6,7-dichloro-3-(1-(tetrahydro-2H-pyran-2-yl)-1H-pyrazol-4-yl)-1H-indol-2-yl)-3-hydroxypropan-2-yl)carbamate